5-(3-chlorophenyl)-4-ethyl-3-[(4-methoxyphenyl)methoxy]pyridine-2-carboxylic acid ClC=1C=C(C=CC1)C=1C(=C(C(=NC1)C(=O)O)OCC1=CC=C(C=C1)OC)CC